FC=1C=C2[C@H]3CCCN3C=3C=CN4N=CC(NC([C@H](COC2=CC1)C)=O)=C4N3 (6R,15S)-9-fluoro-15-methyl-13-oxa-2,17,20,21,24-pentaazapentacyclo[16.5.2.02,6.07,12.021,25]pentacosane-1(24),7,9,11,18(25),19,22-heptaene-16-one